(2S,4R)-N-[2-[6-[[5-(5-fluoropyrimidin-4-yl)thiazol-2-yl]amino]imidazo[4,5-c]pyridin-1-yl]ethyl]-4-hydroxy-1-prop-2-enoyl-pyrrolidine-2-carboxamide FC=1C(=NC=NC1)C1=CN=C(S1)NC1=CC2=C(C=N1)N=CN2CCNC(=O)[C@H]2N(C[C@@H](C2)O)C(C=C)=O